N1CCC(CC1)N1N=CC(=C1)C=1C=CC=NC1 5-(1-(piperidin-4-yl)-1H-pyrazol-4-yl)-pyridine